NC1=CC(=C(C=C1N)N(C(C)=O)C)CC N-(4,5-Diamino-2-ethylphenyl)-N-methylacetamide